s,3-hydroxybutan-2-one C[C@@H](C(=O)C)O